2-(1H-indazol-5-ylthio)-N-methylbenzamide N1N=CC2=CC(=CC=C12)SC1=C(C(=O)NC)C=CC=C1